3-amino-2-butenoic acid 2,2-ethylenedioxypropyl ester C1OC(COC(C=C(C)N)=O)(C)OC1